C(#N)C1=CC(=NC=C1)S(=O)(=O)N[C@@H]1C[C@@H](C1)N(C=1C2=C(N=CN1)NC=C2)C 4-cyano-N-{cis-3-[methyl-(7H-pyrrolo[2,3-d]pyrimidin-4-yl)amino]cyclobutyl}pyridine-2-sulfonamide